8-(1-(2,2-difluoroethyl)-1H-pyrazolo[3,4-b]pyrazin-6-yl)-2-(2-(trifluoromethyl)pyridin-4-yl)-2,8-diazaspiro[4.5]decan-1-one FC(CN1N=CC=2C1=NC(=CN2)N2CCC1(CCN(C1=O)C1=CC(=NC=C1)C(F)(F)F)CC2)F